(E)-4-((6-(2-ethoxyvinyl)cinnolin-3-yl)methyl)morpholine C(C)O/C=C/C=1C=C2C=C(N=NC2=CC1)CN1CCOCC1